ClC=1C2=C(N=CN1)N(C=C2)[C@@H]2O[C@@H]([C@@]1([C@H]2OC(O1)(C)C)C)CO ((3aR,4R,6R,6aR)-6-(4-chloro-7H-pyrrolo[2,3-d]pyrimidin-7-yl)-2,2,3a-trimethyltetrahydrofuro[3,4-d][1,3]dioxol-4-yl)methanol